4-((3-(1-((5R,6S)-1-oxaspiro[4.4]nonan-6-yl)-1H-pyrazol-4-yl)-2-methoxyphenyl)amino)-6-(cyclopropanecarboxamido)nicotinamide O1CCC[C@]12[C@H](CCC2)N2N=CC(=C2)C=2C(=C(C=CC2)NC2=CC(=NC=C2C(=O)N)NC(=O)C2CC2)OC